Tri(isodecyl)cyclohexane-1,2,4-tripropionate C(CCCCCCC(C)C)OC(CCC1C(CC(CC1)CCC(=O)OCCCCCCCC(C)C)CCC(=O)OCCCCCCCC(C)C)=O